N1-(2-(4-Methoxyphenyl)quinolin-4-yl)-N3-((1-methyl-1H-pyrazol-5-yl)methyl)propane-1,3-diamine COC1=CC=C(C=C1)C1=NC2=CC=CC=C2C(=C1)NCCCNCC1=CC=NN1C